3-bromo-1-chloro-7-fluorodibenzo[b,d]furan BrC=1C=C(C2=C(OC3=C2C=CC(=C3)F)C1)Cl